lauryldiphenyloxysulfonic acid disodium salt [Na].[Na].C(CCCCCCCCCCC)C1=C(C=CC=C1)OS(=O)(=O)OOC1=CC=CC=C1